N1CCC12CN(C2)C(=O)C2=C(C=C(C=C2)NC=2C=1N(C=CN2)C(=CN1)C1=CC(=C(C=C1)OC)F)C 1,6-diazaspiro[3.3]heptan-6-yl-[4-[[3-(3-fluoro-4-methoxyphenyl)imidazo[1,2-a]pyrazin-8-yl]amino]-2-methylphenyl]methanone